C(C)C1=CC=C(C=C1)N(S(=O)(=O)C=1C=C2C(CC(OC2=CC1)=CC1CCOCC1)=O)CC(C)C N-(4-ethylphenyl)-N-isobutyl-4-oxo-2-((tetrahydro-2H-pyran-4-yl)methylene)chroman-6-sulfonamide